[C@@H]1([C@H](O)[C@H](O)[C@@H](CO)O1)N1C(N)=NC(=O)C=C1 isocytidine